ClC=1N=CC2=C(NC3=C(C=CC=C23)F)N1 2-chloro-8-fluoro-9H-pyrimido[4,5-b]indole